O=C1NC2=C(N1)C=CC(=C2)NC(=O)NC2=CC=C(C=C2)NC2=CC=CC=C2 (2-oxo-2,3-dihydro-1H-benzo[d]imidazol-5-yl)-3-(4-(anilino)-phenyl)urea